2-(2H-benzotriazol-2-yl)-4,6-ditertpentyl-phenol N=1N(N=C2C1C=CC=C2)C2=C(C(=CC(=C2)C(C)(C)CC)C(C)(C)CC)O